3-(7-amino-4-(4-methyloxazol-5-yl)-2-((6-methylpyridin-2-yl)methyl)-2H-pyrazolo[3,4-c]pyridin-5-yl)benzonitrile NC1=NC(=C(C=2C1=NN(C2)CC2=NC(=CC=C2)C)C2=C(N=CO2)C)C=2C=C(C#N)C=CC2